(3R)-3-{[2-(1-cyclopropyl-1H-pyrazol-4-yl)[1,2,4]triazolo[1,5-c]quinazolin-5-yl]amino}azepan C1(CC1)N1N=CC(=C1)C1=NN2C(=NC=3C=CC=CC3C2=N1)N[C@H]1CNCCCC1